C(C1=CC=CC=C1)OC=1C(=NC(=CC1)C#CCCCOS(=O)(=O)C)C(=O)OC methyl 3-(benzyloxy)-6-(5-((methylsulfonyl)oxy)pent-1-yn-1-yl)picolinate